C(C)C(C(=O)OC=1C(OC(C(CCCC)CC)=O)=CC(=CC1C)CC=C)CCCC 4-allyl-6-methylcatechol di(2-ethylhexanoate)